O=C1CCC1 3-oxo-cyclobutane